C1(=CC=CC=C1)N(C=N)C1=CC=CC=C1 N,N-diphenylformamidine